ClC1=C(C=CC2=C1C=C(O2)C(=O)O)N2CCN(CC2)CC2=C(C=CC=C2)Cl 4-chloro-5-[4-(2-chloro-benzyl)-piperazin-1-yl]-benzofuran-2-carboxylic acid